N1C(=NC=C1)C(=O)N IMIDAZOLECARBOXAMID